P(=O)([O-])([O-])[O-].P(=O)(O)(O)O.P(=O)(O)(O)O.P(=O)(O)(O)O.[NH4+].[Mg+2] magnesium ammonium phosphate (trisphosphate)